ClC1=C(C=C2C(C(NC2=C1)=O)=C(O)C1=CC(=C(C=C1)OC)F)C1=CC=C(C=C1)C1=C(C(=CC=C1)OC)O 6-chloro-3-[(3-fluoro-4-methoxy-phenyl)-hydroxy-methylene]-5-[4-(2-hydroxy-3-methoxy-phenyl)phenyl]indolin-2-one